N-((4-chloro-5-fluoropyridin-2-yl)methylene)-2-methylpropan-2-sulfinamide ClC1=CC(=NC=C1F)C=NS(=O)C(C)(C)C